FC1=C(NC=2C(=NC(=C(N2)NC)C=2C3=C(C=NC2)N(C=N3)C)C(=O)N)C=CC(=C1)CN1[C@@H]3CO[C@H](C1)C3 3-[2-fluoro-4-[[(1S,4S)-2-oxa-5-azabicyclo[2.2.1]heptan-5-yl]methyl]anilino]-5-(methylamino)-6-(3-methylimidazo[4,5-c]pyridin-7-yl)pyrazine-2-carboxamide